O[C@@H]1[C@@H]2[C@]3(CCCC=C3CC[C@H]2[C@@H]2CC[C@H](CCO)[C@]2(C1)C)C (11BETA)-11,21-DIHYDROXY-PREGN-4-ENE